C(C=C)N1N(C2=NC(=CC=C2C1=O)NC1=NC=C(C(=N1)N[C@H](CO)C1=CC=C(C=C1)F)C1=NC(=NO1)C12CCN(CC1)CC2)C(C)C (S)-2-allyl-6-((4-((1-(4-fluorophenyl)-2-hydroxyethyl)amino)-5-(3-(quinuclidin-4-yl)-1,2,4-oxadiazol-5-yl)pyrimidin-2-yl)amino)-1-isopropyl-1,2-dihydro-3H-pyrazolo[3,4-b]pyridin-3-one